NC12CC3(CC(CC(C1)C3)C2)OC(=O)N[C@@H](C)C(=O)OC methyl (((3-aminoadamantan-1-yl)oxy)carbonyl)-L-alaninate